(2E)-but-2-enal C(\C=C\C)=O